[N+](=O)([O-])C1=CC=C(COC2=CC=C(OCCOCCNC3CCCC3)C=C2)C=C1 N-(2-(2-(4-((4-nitrobenzyl)oxy)phenoxy)ethoxy)ethyl)cyclopentylamine